acryloxyhexyl-iodomethylsilane C(C=C)(=O)OCCCCCC[SiH2]CI